N1(CCC1)C/C=C/C(=O)N([C@@H](C)C(=O)O)C (E)-N-(4-(azetidin-1-yl)but-2-enoyl)-N-methyl-L-alanine